6-amino-1,4-diazepine-triacetic acid C1=NC(=C(NC(=C1N)CC(=O)O)CC(=O)O)CC(=O)O